C(C1=CC=CC=C1)N1C(N(C(C1C(=O)[O-])C(=O)[O-])CC1=CC=CC=C1)=O 1,3-dibenzyl-2-oxoimidazolidine-4,5-di-carboxylate